FC(C1=CC=C(C=C1)C1=CN=CC(=N1)C(=O)N/N=C/C1=CC(=CC(=C1)OC)OC)F (E)-6-(4-(difluoromethyl)phenyl)-N'-(3,5-dimethoxybenzylidene)pyrazine-2-carbohydrazide